8-(2-chloro-4-(1,4-diazepan-1-yl)phenyl)-6-(1-methylcyclopropoxy)-9-((4-methylpyridin-2-yl)methyl)-9H-purine ClC1=C(C=CC(=C1)N1CCNCCC1)C=1N(C2=NC=NC(=C2N1)OC1(CC1)C)CC1=NC=CC(=C1)C